C1NCC2C1CC(=C2)C2=CC(=CC1=C2OC(O1)(F)F)NC1=NC(=CC(=N1)NC)C N2-[7-(1,2,3,3a,6,6a-hexahydrocyclopenta[c]pyrrol-5-yl)-2,2-difluoro-1,3-benzodioxol-5-yl]-N4,6-dimethyl-pyrimidine-2,4-diamine